7-(4-bromo-3-chloro-benzoyl)-3-oxo-N-[rac-(1R)-1-(4-cyano-2-fluoro-phenyl)ethyl]-2-[4-(2,2,2-trifluoroethoxy)phenyl]-6,8-dihydro-5H-imidazo[1,5-a]pyrazine-1-carboxamide BrC1=C(C=C(C(=O)N2CC=3N(CC2)C(N(C3C(=O)N[C@H](C)C3=C(C=C(C=C3)C#N)F)C3=CC=C(C=C3)OCC(F)(F)F)=O)C=C1)Cl |r|